CC=1C=C(OC(C(=O)N2CCC(CC2)N2N=CC(=C2)CNC2=C3C(N(C(C3=CC=C2)=O)C2C(NC(CC2)=O)=O)=O)(C)C)C=CC1C 4-(((1-(1-(2-(3,4-dimethylphenoxy)-2-methylpropanoyl)piperidin-4-yl)-1H-pyrazol-4-yl)methyl)amino)-2-(2,6-dioxopiperidin-3-yl)isoindoline-1,3-dione